(6-amino-5-fluoro-4-(2-hydroxypropan-2-yl)pyridin-3-yl)-6-cyclopropylpyridinecarboxamide NC1=C(C(=C(C=N1)C=1C(=NC(=CC1)C1CC1)C(=O)N)C(C)(C)O)F